6-chloro-2-(5-(1,2-dimethoxyethyl)-1H-1,2,4-triazol-3-yl)-5-methoxy-1-methyl-3-(1H-pyrazol-4-yl)-1H-pyrrolo[3,2-b]pyridine ClC=1C=C2C(=NC1OC)C(=C(N2C)C2=NNC(=N2)C(COC)OC)C=2C=NNC2